FC=1C=NC=C(C1C(C(=O)OC)(C)C)F methyl 2-(3,5-difluoropyridin-4-yl)-2-methylpropanoate